3-(1-oxo-5-((7-(((1R,2S,4R)-1,7,7-trimethylbicyclo[2.2.1]heptan-2-yl)oxy)heptyl)thio)isoindolin-2-yl)piperidine-2,6-dione O=C1N(CC2=CC(=CC=C12)SCCCCCCCO[C@@H]1[C@@]2(CC[C@H](C1)C2(C)C)C)C2C(NC(CC2)=O)=O